CS(=O)(=O)C1(COC1)C1=CC=C(OC[C@H](C)N2CCC3(CC2)C(NC2=CC=C(C=C23)C#N)=O)C=C1 (S)-1'-(1-[4-(3-methanesulfonyloxetan-3-yl)phenoxy]propan-2-yl)-2-oxo-1,2-dihydrospiro[indole-3,4'-piperidine]-5-carbonitrile